5-chloro-2,3-dichloro-1-indanone ClC=1C=C2C(C(C(C2=CC1)=O)Cl)Cl